C(C)OC1=CC=C(C=C1)C1=NN2N=CC=CC2=C1C1=CC=C(C=C1)S(=O)(=O)C 2-(4-ethoxy-phenyl)-3-(4-methanesulfonyl-phenyl)-pyrazolo[1,5-b]pyridazine